COC[C@@H](CO[C@H]1C(N(CC1)C1CCN(CC1)C1=NC=C(C=N1)C)=O)NC1=C(C(NN=C1)=O)C(F)(F)F 5-(((S)-1-methoxy-3-(((R)-1-(1-(5-methylpyrimidin-2-yl)piperidin-4-yl)-2-oxopyrrolidin-3-yl)oxy)propan-2-yl)amino)-4-(trifluoromethyl)pyridazin-3(2H)-one